(2R,3S)-2,3-bis[[(E)-3-(4-hydroxyphenyl)prop-2-enoyl]oxy]pentanedioic acid OC1=CC=C(C=C1)/C=C/C(=O)O[C@@H](C(=O)O)[C@H](CC(=O)O)OC(\C=C\C1=CC=C(C=C1)O)=O